isocyanato-dimethyl-methane N(=C=O)C(C)C